2-(isoindolin-2-yl)ethane-1-ol hydrochloride Cl.C1N(CC2=CC=CC=C12)CCO